NC1=NC=NC=2N(C3=CC=C(C=C3C21)C(CO)O)CC(=O)OCC ethyl 2-(4-amino-6-(1,2-dihydroxyethyl)-9H-pyrimido[4,5-b]indol-9-yl)acetate